2-[4-[2-[(2S)-2-methylazetidin-1-yl]-6-(trifluoromethyl)pyrimidin-4-yl]pyrazol-1-yl]-1-[(2S)-2-methylpiperazin-1-yl]ethanone C[C@@H]1N(CC1)C1=NC(=CC(=N1)C=1C=NN(C1)CC(=O)N1[C@H](CNCC1)C)C(F)(F)F